N-[2-fluoro-3-(2-trimethylsilylethynyl)phenyl]-6-(3-methylazetidin-3-yl)quinazolin-4-amine FC1=C(C=CC=C1C#C[Si](C)(C)C)NC1=NC=NC2=CC=C(C=C12)C1(CNC1)C